C(C1=CC=CC=C1)NCCNCCC[Si](OC)(OC)OC (N-(N-benzylaminoethyl)aminopropyl)(trimethoxy)silane